C(C)(C)(C)OC(=O)N1C[C@H](CC1)[C@@H](C(=O)OC(C)(C)C)CC=1SC(=CN1)Br (3R)-3-[(2S)-3-(5-bromo-1,3-thiazol-2-yl)-1-(tert-butoxy)-1-oxopropane-2-yl]pyrrolidine-1-carboxylic acid tert-butyl ester